8-bromo-6-chloro-3H-pyrido[3,2-d]pyrimidin-4-one BrC1=CC(=NC2=C1N=CNC2=O)Cl